N-(2-fluoro-6-methylphenyl)-7-(6-(4-methylpiperazin-1-yl)pyridin-3-yl)quinazolin-4-amine FC1=C(C(=CC=C1)C)NC1=NC=NC2=CC(=CC=C12)C=1C=NC(=CC1)N1CCN(CC1)C